C(C=C)C1C(CCC1)=O 2-allylcyclopentan-1-one